2-azidohexaethylene glycol methyl ether methacrylate C(C(=C)C)(=O)OCCOCCOCCOCCOCCOC(COC)N=[N+]=[N-]